CCOP(=O)(O)O.CSC1=CC=C(C=C1)SC 1,4-bis(methylmercapto)benzene 2-Ethyl-phosphate